O1CCN(CC1)C(C)C 2-morpholino-propane